Methyl (2E)-3-{4-[5-(adamantan-1-yl)-2-hydroxybenzoyl]phenyl}prop-2-enoate C12(CC3CC(CC(C1)C3)C2)C=2C=CC(=C(C(=O)C3=CC=C(C=C3)/C=C/C(=O)OC)C2)O